10-chloro-6,11-dihydrodibenzo[b,e]oxepin-11-amine ClC1=CC=CC2=C1C(C1=C(OC2)C=CC=C1)N